COC1=C(C=CC(=C1)CCC(CC(CCCC(C)O)O)=O)[O-] 2-methoxy-4-(5,9-dihydroxy-3-oxodecyl)phenolate